C(C)(=O)C1=CC=C(C=C1)C=1C=CC2=C(CN3[C@@H](O2)[C@@H](OC3=O)CNC(C)=O)C1 N-(((3S,3aS)-7-(4-acetylphenyl)-1-oxo-3,3a-dihydro-1H,9H-benzo[e]oxazolo[4,3-b][1,3]oxazin-3-yl)methyl)acetamide